FC=1C=C(CC2N(CC3(CC2)CCCCC3)C(=O)OC(C)(C)C)C=C(C1)OC tert-butyl 3-(3-fluoro-5-methoxybenzyl)-2-azaspiro[5.5]undecane-2-carboxylate